1-N-pentyl-2-pyrrolidone C(CCCC)N1C(CCC1)=O